FC(C=1C=C(C=CC1)N1CC(=CC(=C1)C(=O)N)C(=O)N)(F)F 1-[3-(trifluoromethyl)phenyl]-1,2-dihydropyridine-3,5-dicarboxamide